(((9H-fluoren-9-yl)methoxy)carbonyl)-N-methyl-L-asparagine C1=CC=CC=2C3=CC=CC=C3C(C12)COC(=O)N([C@@H](CC(N)=O)C(=O)O)C